O[C@@H]1[C@H](NC[C@@H]1O)C(=O)O (3R,4S)-3,4-dihydroxyproline